CC1=[N+](C=CC(=C1C1=CC=C(C=C1)NC([C@H](C1CCC(CC1)C(F)(F)F)NC(=O)C1=CC=C2N1CCN(C2)C2COC2)=O)C)[O-] 2,4-dimethyl-3-(4-((S)-2-(2-(oxetan-3-yl)-1,2,3,4-tetrahydropyrrolo[1,2-a]pyrazine-6-carboxamido)-2-((1r,4S)-4-(trifluoromethyl)cyclohexyl)acetamido)phenyl)pyridine 1-oxide